COC1=C(C(=NC=2N1N=C(C2C2=CC=CC=C2)C2=CC=CC=C2)NC2=CC=CC=C2)C2=CC=C(C=C2)OC 7-methoxy-6-(4-methoxyphenyl)-N,2,3-triphenylpyrazolo[1,5-a]pyrimidin-5-amine